6-(3-(benzyloxy)cyclobutoxy)-N-(4,4-difluorocyclohexyl)-2-(methylthio)pyrimidin-4-amine C(C1=CC=CC=C1)OC1CC(C1)OC1=CC(=NC(=N1)SC)NC1CCC(CC1)(F)F